C1(CC1)C=1C(=NC(=NC1)NC=1C=NN(C1)C1CCN(CC1)C)NCCCN1C(OCCC1)=O 3-(3-((5-cyclopropyl-2-((1-(1-methylpiperidin-4-yl)-1H-pyrazol-4-yl)amino)pyrimidin-4-yl)amino)propyl)-1,3-oxazinan-2-one